2-[(6-acetyl-5-ethylsulfanyl-3-pyridinyl)oxy]-2-methyl-propionamide C(C)(=O)C1=C(C=C(C=N1)OC(C(=O)N)(C)C)SCC